4,6-bis-(2,4-dimethylphenyl-1,3,5-triazin-2-yl)-5-hexyloxy-phenol CC1=C(C=CC(=C1)C)C1=NC(=NC=N1)C1=CC=C(C(=C1OCCCCCC)C1=NC=NC(=N1)C1=C(C=C(C=C1)C)C)O